C(C)(C)(C)OC(=O)N[C@@H]1[C@H](CN(CC1)C(=O)OCC1=CC=CC=C1)N=C=O |r| rac-(3S,4S)-Benzyl 4-((tert-butoxycarbonyl)amino)-3-isocyanatopiperidine-1-carboxylate